CN1N=CC(=C1)C=1N=C(C=2N(C1)N=CC2)O[C@H]2CN(CC2)C(C=C)=O (R)-1-(3-((6-(1-methyl-1H-pyrazol-4-yl)pyrazolo[1,5-a]pyrazin-4-yl)oxy)pyrrolidin-1-yl)prop-2-en-1-one